4-[2-(dimethylamino)ethoxy]benzyl-amine CN(CCOC1=CC=C(CN)C=C1)C